C(C1=CC=CC=C1)OC(C(=O)NN)(CCCCC1OCCO1)C(F)(F)F 2-benzyloxy-6-(1,3-dioxolan-2-yl)-2-(trifluoromethyl)hexanehydrazide